(3,5-bis(9H-carbazol-9-yl)-2,4,6-tricyanophenyl)boronic acid C1=CC=CC=2C3=CC=CC=C3N(C12)C=1C(=C(C(=C(C1C#N)N1C2=CC=CC=C2C=2C=CC=CC12)C#N)B(O)O)C#N